4-hydroxy-3-methoxycinnamic acid amide OC1=C(C=C(C=CC(=O)N)C=C1)OC